C1(=CC=CC=C1)CS(=O)(=O)NC(CN(S(O)(=O)=O)C1=CC=CC=C1)C=1N=C(SC1)C=1SC=CC1 2-Phenylmethanesulfonylamino-2-(2-thiophen-2-ylthiazol-4-yl)ethyl-phenylsulfamic acid